C(=CC1=CC=CC=C1)C=1C=C2C(=CC(OC2=CC1)=O)C(=O)O 6-styryl-coumarin-4-carboxylic acid